BrC1=CC=C(C=N1)CN1C2CN(CC1C2)C2=CC=C(C=N2)C2=NC(=CC(=N2)NC2=NNC(=C2)C)C 2-(6-(6-((6-bromopyridin-3-yl)methyl)-3,6-diazabicyclo[3.1.1]heptan-3-yl)pyridin-3-yl)-6-methyl-N-(5-methyl-1H-pyrazol-3-yl)pyrimidin-4-amine